[N+](=O)([O-])C1=CC=C(OCCOCCOCCOCCNC2=C3CN(C(C3=CC=C2)=O)C2C(NC(CC2)=O)=O)C=C1 3-(4-((2-(2-(2-(2-(4-nitrophenoxy)ethoxy)ethoxy)ethoxy)ethyl)amino)-1-oxoisoindolin-2-yl)piperidine-2,6-dione